1-Octyl-2-propylpiperidinium acetat C(C)(=O)[O-].C(CCCCCCC)[NH+]1C(CCCC1)CCC